C(C)(C)(C)OC(=O)N(C1=CC(=NC=2N1N=CC2CC)NC[C@@H]2[C@H](CN(CC2)C(=O)OC(C)(C)C)O)CC2=C(C=C(C=C2)C2=NC=CC=C2)F tert-butyl (3r,4r)-4-(((7-((tert-butoxycarbonyl) (2-fluoro-4-(pyridin-2-yl) benzyl) amino)-3-ethylpyrazolo[1,5-a]pyrimidin-5-yl) amino) methyl)-3-hydroxypiperidine-1-carboxylate